O=C1NC(CCC1N1C(C2=CC=C(C=C2C1=O)N1CCC(CC1)C=O)=O)=O [2-(2,6-dioxo-3-piperidyl)-1,3-dioxo-isoindolin-5-yl]piperidine-4-carbaldehyde